ClC1=CC=C(C=C1)N1C[C@@H](CC1)C(=O)N[C@@H]([C@H](O)C1=CC(=C(C=C1)OC1CC1)F)CN1CCCC1 (R)-1-(4-chlorophenyl)-N-((1R,2R)-1-(4-cyclopropoxy-3-fluorophenyl)-1-hydroxy-3-(pyrrolidin-1-yl)propan-2-yl)pyrrolidine-3-carboxamide